N12CCN(C(CC1)CC2)C2=NC=1N(C(=N2)NCC2=NC3=C(N2)C=CC(=C3F)F)N=CC1C(F)(F)F 2-(1,4-diazabicyclo[3.2.2]non-4-yl)-N-[(4,5-difluoro-1H-benzimidazol-2-yl)methyl]-8-(trifluoromethyl)pyrazolo[1,5-a][1,3,5]triazin-4-amine